ClC1=NC(=C2C(=N1)N(N=C2)[C@H]2[C@@H]([C@@H]([C@H](O2)[C@H](C)OCP(O)(O)=O)O)O)NCC2=C(C=CC=C2)Cl (((S)-1-((2S,3S,4R,5R)-5-(6-chloro-4-((2-chlorobenzyl)amino)-1H-pyrazolo[3,4-d]pyrimidin-1-yl)-3,4-dihydroxytetrahydrofuran-2-yl)ethoxy)methyl)phosphonic acid